((1-(6-(trifluoromethyl)pyridin-3-yl)-1H-pyrazol-4-yl)methyl)carbamic acid tert-butyl ester C(C)(C)(C)OC(NCC=1C=NN(C1)C=1C=NC(=CC1)C(F)(F)F)=O